(S)-methyl 3-(N-(2-(3-hydroxypiperidin-1-yl)-5-(trifluoromethyl) phenyl) sulfamoyl)-4-methoxybenzoate O[C@@H]1CN(CCC1)C1=C(C=C(C=C1)C(F)(F)F)NS(=O)(=O)C=1C=C(C(=O)OC)C=CC1OC